[Ir+].ClP(C(=O)P(C1=CC=CC=C1)(C1=CC=CC=C1)C1=CC=CC=C1)(C1=CC=CC=C1)(C1=CC=CC=C1)C1=CC=CC=C1 chlorocarbonylbis(triphenylphosphine) iridium(I)